C(C1=CC=CC=C1)OC1=CC(=NC=C1)CNC(=O)C=1C=C2[C@](COCC2=CC1)(C)C#N (4R)-N-[(4-benzyloxy-2-pyridinyl)methyl]-4-cyano-4-methyl-isochroman-6-carboxamide